1,1-bis(4-isocyanatophenyl)-cyclohexane N(=C=O)C1=CC=C(C=C1)C1(CCCCC1)C1=CC=C(C=C1)N=C=O